C(#N)C(C)(C)C1=CC(=NC=C1)C(=O)NC1=CC(=C(C=C1)C)C=1C=NC2=CC(=NC=C2C1)NC 4-(2-cyanoprop-2-yl)-N-(4-methyl-3-(7-(methylamino)-1,6-naphthyridin-3-yl)phenyl)picolinamide